C(C)(C)(C)OC(NCC(C)(C=1SC=C(N1)CO[Si](C)(C)C(C)(C)C)N)=O (2-amino-2-(4-(((tert-butyldimethylsilyl)oxy)methyl)thiazol-2-yl)propyl)carbamic acid tert-butyl ester